CC1=NOC(=C1C=1C=C2C(=NC(=NC2=CC1)N1CC2=C(CC1)N=CN2C)N2[C@H](COCC2)C2=CC=CC=C2)C (S)-4-(6-(3,5-dimethylisoxazol-4-yl)-2-(3-methyl-3,4,6,7-tetrahydro-5H-imidazo[4,5-c]pyridin-5-yl)quinazolin-4-yl)-3-phenylmorpholine